N-allyl-N-(6-chlorohexynyl)-2-thienyl-sulfonamide C(C=C)N(S(=O)(=O)C=1SC=CC1)C#CCCCCCl